ClC=1C(=NC(=NC1)NC1CCOCC1)C=1C=C2C(=NC1)CN(C2=O)[C@@H](C(=O)N[C@H](CO)C2=CC(=C(C=C2)Cl)F)C (2R)-2-(3-{5-Chloro-2-[(oxan-4-yl)amino]pyrimidin-4-yl}-5-oxo-5H,6H,7H-pyrrolo[3,4-b]pyridin-6-yl)-N-[(1S)-1-(4-chloro-3-fluorophenyl)-2-hydroxyethyl]propanamid